C(C1=CC=CC=C1)C1=NN=C(O1)C(=O)N[C@@H]1C(N(C2=C(O[C@@H]1C)C=CC=N2)C)=O 5-benzyl-N-((2R,3S)-2,5-dimethyl-4-oxo-2,3,4,5-tetrahydropyrido[3,2-b][1,4]oxazepin-3-yl)-1,3,4-oxadiazole-2-carboxamide